1,3-Di(2-pyridinyl)-1,3-propandion N1=C(C=CC=C1)C(CC(=O)C1=NC=CC=C1)=O